O1C(CCCC1)ONC(CCCC)=O N-((tetrahydro-2H-pyran-2-yl)oxy)pentanamide